4-[[4-Fluoro-3-(7-morpholino-quinazolin-4-yl)-phenyl]hydroxy-methyl]-6H-thieno[2,3-d]-pyridazin-7-one FC1=C(C=C(C=C1)C(C=1C2=C(C(NN1)=O)SC=C2)O)C2=NC=NC1=CC(=CC=C21)N2CCOCC2